C(C1=CC=CC=C1)NC(=O)C=1N(C(N2C1CN(CC2)C(C2=CC(=C(C=C2)Cl)Cl)=O)=O)C2=NC=CC=N2 N-benzyl-7-(3,4-dichlorobenzoyl)-3-oxo-2-pyrimidin-2-yl-6,8-dihydro-5H-imidazo[1,5-a]pyrazine-1-carboxamide